NC(CO)CO L-2-amino-1,3-propylene glycol